BrC=1C=C2C(=C(OC(=O)C2=CC1)C1=CC=CC=C1)C1=CC=CC=C1 6-bromo-3,4-diphenyl-isocoumarin